FC(C=1SC(=NN1)N1N=CC2=C(C=C(C=C12)I)F)F 2-(difluoromethyl)-5-(4-fluoro-6-iodo-1H-indazol-1-yl)-1,3,4-thiadiazole